CC(CCCCCCCCCCCC)CCCC(CCCCCCCCCCCCCCCCCC)C 13,17-dimethyl-pentatriacontane